1-(3'-(2-(3,4-dimethoxyphenyl)-3-isopropyl-1H-indol-5-yl)-[1,1'-biphenyl]-3-yl)-N,N-dimethylamine COC=1C=C(C=CC1OC)C=1NC2=CC=C(C=C2C1C(C)C)C=1C=C(C=CC1)C1=CC(=CC=C1)CNC